C1(CC1)C1=NC=NC(=C1C=1N=C2N(C(CN3C2=C(N1)C=C3)=O)CC3=CC=C(C=C3)C=3N(C=C(N3)C(F)(F)F)C)OC (4-cyclopropyl-6-methoxypyrimidin-5-yl)-4-(4-(1-methyl-4-(trifluoromethyl)-1H-imidazol-2-yl)benzyl)-4H-pyrrolo[3,2,1-de]pteridin-5(6H)-one